(7S)-7-(hydroxymethyl)-9-oxooctahydro-2H-pyrazino[1,2-a]pyrazine-2-carboxylic acid tert-butyl ester C(C)(C)(C)OC(=O)N1CC2N(CC1)C[C@H](NC2=O)CO